(S)-6-ethyl-5-(isopropyl(methyl)amino)-3-((3-(2-(2-(N-methylacrylamido)propanamido)ethyl)phenyl)amino)pyrazine-2-carboxamide C(C)C1=C(N=C(C(=N1)C(=O)N)NC1=CC(=CC=C1)CCNC([C@H](C)N(C(C=C)=O)C)=O)N(C)C(C)C